OC1=CC=C(C=C1)C1=NO[C@@H](C1)CC(=O)OC methyl (S,R)-3-(4-hydroxyphenyl)-4,5-dihydro-5-isoxazoleacetate